1-(4,6-bis(trifluoromethyl)pyridin-2-yl)-N-(4-fluorophenyl)-N-methylpiperidine-2-carboxamide FC(C1=CC(=NC(=C1)C(F)(F)F)N1C(CCCC1)C(=O)N(C)C1=CC=C(C=C1)F)(F)F